N1N=CC(=C1)CNC1=NC(=NC=2C(=C(C3=C(C12)COC3)C3=CC=C(C=1SC(=C(C13)C#N)NC(OC(C)(C)C)=O)F)Cl)SCC tert-Butyl (4-(1-(((1H-pyrazol-4-yl)methyl)amino)-5-chloro-3-(ethylthio)-7,9-dihydrofuro[3,4-f]quinazolin-6-yl)-3-cyano-7-fluorobenzo[b]thiophen-2-yl)carbamate